ethyl 2-(5-(cyclopropylmethyl)-4-(3-fluoro-4-sulfamoylbenzyl)-3-hydroxy-1H-pyrazol-1-yl)thiazole-4-carboxylate C1(CC1)CC1=C(C(=NN1C=1SC=C(N1)C(=O)OCC)O)CC1=CC(=C(C=C1)S(N)(=O)=O)F